Methyl 2-((4-(6-((5-cyano-3-fluorothiophen-2-yl)methoxy)pyridin-2-yl) piperidin-1-yl)methyl)-1-(2-methoxyethyl)-1H-benzo[d]imidazole-6-carboxylate C(#N)C1=CC(=C(S1)COC1=CC=CC(=N1)C1CCN(CC1)CC1=NC2=C(N1CCOC)C=C(C=C2)C(=O)OC)F